3-([1,2,4]triazolo[1,5-a]pyridin-6-yl)-N-(6-(4-methylpiperazin-1-yl)pyridin-3-yl)-1H-pyrrolo[2,3-b]pyridine-5-carboxamide N=1C=NN2C1C=CC(=C2)C2=CNC1=NC=C(C=C12)C(=O)NC=1C=NC(=CC1)N1CCN(CC1)C